ClC=1C(=C(NC2=C(NC3=C2C(NCC3)=O)C3=C(C=NC=C3)O[C@H](C)[C@@H]3CN(CCO3)C)C=CC1)OC 3-(3-chloro-2-methoxyanilino)-2-[3-({(1R)-1-[(2S)-4-methylmorpholin-2-yl]ethyl}oxy)pyridin-4-yl]-1,5,6,7-tetrahydro-4H-pyrrolo[3,2-c]pyridin-4-one